C(C)OC(=O)C=1C(=NC(=NC1NC1=CC=NC=C1)N1CCOCC1)C1=C(C=CC(=C1)N1N=CC=C1)[N+](=O)[O-] 2-morpholino-4-(2-nitro-5-pyrazol-1-yl-phenyl)-6-(4-pyridylamino)pyrimidine-5-carboxylic acid ethyl ester